4-(aminomethyl)benzenesulfonamide Methyl-2-[5-(7-cyclopropaneamido-2,6-naphthyridin-3-yl)-4-methylpyridin-2-yl]-2-methylpropanoate COC(C(C)(C)C1=NC=C(C(=C1)C)C=1N=CC2=CC(=NC=C2C1)NC(=O)C1CC1)=O.NCC1=CC=C(C=C1)S(=O)(=O)N